((2R,3S,5R)-5-(6-amino-2-fluoro-9H-purin-9-yl)-2-ethynyl-3-hydroxytetra-hydrofuran-2-yl)methyl (1,3-bis(heptanoyloxy) propan-2-yl) succinate C(CCC(=O)OC(COC(CCCCCC)=O)COC(CCCCCC)=O)(=O)OC[C@]1(O[C@H](C[C@@H]1O)N1C2=NC(=NC(=C2N=C1)N)F)C#C